methyl (1r,4R)-4-(3-chloroanilino)-6'-{(2R)-3-[(4-methoxyphenyl)methoxy]-2-methylpropyl}-2',3'-dihydrospiro[cyclohexane-1,5'-indeno[5,6-b]furan]-4-carboxylate ClC=1C=C(NC2(CCC3(C(=CC4=CC=5OCCC5C=C34)C[C@H](COCC3=CC=C(C=C3)OC)C)CC2)C(=O)OC)C=CC1